2-adamantyl-1-indenone C12C(C3CC(CC(C1)C3)C2)C=2C(C3=CC=CC=C3C2)=O